5-(4-phenoxyphenyl)-7H-pyrrolo[2,3-d]pyrimidin-4-ol O(C1=CC=CC=C1)C1=CC=C(C=C1)C1=CNC=2N=CN=C(C21)O